C(C)(C)C1=CC=C(C=C1)C1=NNN=C1C#N 4-(4-isopropylphenyl)-5-cyano-2H-1,2,3-triazole